C(=C)OC12CC3(CC(CC(C1)C3)C2)OC=C 1,3-bis(vinyloxy)adamantane